N-(2-(5-(difluoromethyl)-3-(3-(1-(o-tolyl)cyclopropyl)-1,2,4-oxadiazol-5-yl)-1H-pyrazol-1-yl)ethyl)methanesulfonamide FC(C1=CC(=NN1CCNS(=O)(=O)C)C1=NC(=NO1)C1(CC1)C1=C(C=CC=C1)C)F